BrC1=CC=C2C(=CNC2=C1)S(=O)(=O)NC1=NC(=C(C=C1F)CC#N)OC 6-bromo-N-[5-(cyanomethyl)-3-fluoro-6-methoxypyridin-2-yl]-1H-indole-3-sulfonamide